BrC=1SC(=NN1)C([2H])([2H])[2H] 2-bromo-5-(trideuteriomethyl)-1,3,4-thiadiazole